3-(3-(5-tert-butylisoxazol-3-yl)ureido)-N-cyclopropyl-2,3,4,9-tetrahydro-1H-carbazole-6-carboxamide C(C)(C)(C)C1=CC(=NO1)NC(NC1CCC=2NC3=CC=C(C=C3C2C1)C(=O)NC1CC1)=O